[Cl-].[Cl-].C1(=CC=C(C=C1)C(=[Zr+2](C1=C(C(=CC=2C3=CC(=C(C=C3CC12)C1=CC=CC=C1)C(C)(C)C)C(C)(C)C)C1=CC=CC=C1)C1C=CC=C1)C1=CC(=CC=C1)Cl)C (p-tolyl)(m-chlorophenyl)methylene(cyclopentadienyl)(2,7-diphenyl-3,6-di-tert-butylfluorenyl)zirconium dichloride